5-bromo-8-trifluoromethylquinoline BrC1=C2C=CC=NC2=C(C=C1)C(F)(F)F